octadeca-9,12-dienoate C(CCCCCCCC=CCC=CCCCCC)(=O)[O-]